FC1=CC=C(/C=C/C2=CN(C3=NC=C(C=C32)[N+](=O)[O-])C)C=C1 (E)-3-(4-fluorostyryl)-1-methyl-5-nitro-1H-pyrrolo[2,3-b]pyridine